tert-butyl 7-(5-(4-amino-2-(N-(tert-butyl) sulfamoyl) phenyl) thiazol-2-yl)-2,7-diazaspiro[3.5]nonane-2-carboxylate NC1=CC(=C(C=C1)C1=CN=C(S1)N1CCC2(CN(C2)C(=O)OC(C)(C)C)CC1)S(NC(C)(C)C)(=O)=O